N-(6-phenyl-1H-indazol-3-yl)butyramide C1(=CC=CC=C1)C1=CC=C2C(=NNC2=C1)NC(CCC)=O